3-(1-(2,4-dichlorobenzoyl)azetidin-3-yl)-2-oxo-2,3-dihydro-1H-benzo[d]imidazole-5-carboxylic acid ClC1=C(C(=O)N2CC(C2)N2C(NC3=C2C=C(C=C3)C(=O)O)=O)C=CC(=C1)Cl